3,3-Dimethylpropanal CC(CC=O)C